C(C)(C)(C)OC(=O)N(C(OC(C)(C)C)=O)C1=NC=CC(=C1F)CC=1C=NC=C(C1C)O tert-butyl N-tert-butoxycarbonyl-N-[3-fluoro-4-[(5-hydroxy-4-methyl-3-pyridyl)methyl]-2-pyridyl]carbamate